sodium (S)-5-(1-((tert-butoxycarbonyl)amino)-1,3-dihydrospiro[indene-2,4'-piperidin]-1'-yl)pyrazine-2-thiolate C(C)(C)(C)OC(=O)N[C@@H]1C2=CC=CC=C2CC12CCN(CC2)C=2N=CC(=NC2)[S-].[Na+]